C(C)(C)(C)C1=C(N(C2=NC=CC(=C21)Cl)C(=O)O)I.C2=C[IH]C[IH]2 3,5-DiiodoL tert-butyl-4-chloro-2-iodo-1H-pyrrolo[2,3-b]pyridine-1-carboxylate